N(=[N+]=[N-])C[C@@H]1OC2=C(C1)C1=C(N=C(S1)C1=C3N=CC(=NC3=CC(=C1)C)OC)C=C2F (R)-7-(azidomethyl)-5-fluoro-2-(2-methoxy-7-methylquinoxalin-5-yl)-7,8-dihydrobenzofuro[5,4-d]thiazole